ClC1=C(C(=NC(=N1)C1=NC=CC=C1)O)C(F)(F)F 6-chloro-4-hydroxy-2-(2-pyridyl)-5-(trifluoromethyl)-pyrimidine